(R)-4-((1-(3-(difluoromethyl)-2-fluorophenyl)ethyl)amino)-2-methyl-6-(piperidin-1-yl)pyrido[4,3-d]pyrimidin-7(6H)-one FC(C=1C(=C(C=CC1)[C@@H](C)NC=1C=2C(N=C(N1)C)=CC(N(C2)N2CCCCC2)=O)F)F